3,7-dimethyloctan-3-yl 4-methoxybenzoate COC1=CC=C(C(=O)OC(CC)(CCCC(C)C)C)C=C1